C(C1=CC=CC=C1)(=O)OC=1C(=NC=CC1OC)C(N[C@@H](C)C1=NOC(=N1)C1C(C1C1=CC=C(C=C1)OC)C1=CC=C(C=C1)OC)=O 2-(((1S)-1-(5-(2,3-bis(4-methoxyphenyl)cyclopropyl)-1,2,4-oxadiazol-3-yl)ethyl)carbamoyl)-4-methoxypyridin-3-yl benzoate